CCCCCCCCCCCCCCCCCCCC(=O)CC1=CC(=CC(=O)O1)O The molecule is a 2-pyranone in which the hydrogens at positions 4 and 6 of 2H-pyran-2-one are replaced by hydroxy and 2-oxohenicosyl groups respectively. It is a member of 2-pyranones, a ketone and a heteroaryl hydroxy compound.